ClC1=C(C=CC=C1)CCNC1=C(C=CC=C1)N1CCNCC1 4-(2-((2-chlorophenylethyl)amino)phenyl)piperazine